tert-butyl N-[3-fluoro-4-({5-[(1s,4s)-4-[(tert-butyldimethylsilyl)oxy]cyclohexyl] pyrimidin-2-yl}amino)benzenesulfonyl]carbamate FC=1C=C(C=CC1NC1=NC=C(C=N1)C1CCC(CC1)O[Si](C)(C)C(C)(C)C)S(=O)(=O)NC(OC(C)(C)C)=O